AMMONIUM BICARBONAT C([O-])(O)=O.[NH4+]